4-imidazolidinone N1CNC(C1)=O